NCCOCCNC(=O)[C@@H]1CC[C@H](CC1)C(F)(F)C1=CC(=NC(=C1)N1CCN(CC1)S(=O)(=O)C1=CC=C(C=C1)N1C(C[C@H](C1)N)=O)Cl Trans-N-[2-(2-aminoethoxy)ethyl]-4-[[2-chloro-6-[4-[4-[(4R)-4-amino-2-oxo-pyrrolidin-1-yl]phenyl]sulfonylpiperazin-1-yl]-4-pyridyl]-difluoro-methyl]cyclohexanecarboxamide